(1R,2S,3R,4R,7Z)-7-(cyclopropylmethylidene)-N-[4-fluoro-3-(trifluoromethyl)phenyl]-3-(5-{3-hydroxybicyclo[3.2.0]heptan-6-yl}-2-methoxybenzamido)bicyclo[2.2.1]heptane-2-carboxamide C1(CC1)\C=C/1\[C@H]2[C@@H]([C@@H]([C@@H]1CC2)NC(C2=C(C=CC(=C2)C2C1CC(CC1C2)O)OC)=O)C(=O)NC2=CC(=C(C=C2)F)C(F)(F)F